IC1=CC2=C(C(OC=3CCCCC23)=O)S1 2-iodo-6,7,8,9-tetrahydro-4H-thieno[2,3-c]chromen-4-one